(4-amino-7-fluoroimidazo[1,5-a]quinoxalin-8-yl)((2S,6R)-9-(trifluoromethyl)-3,4-dihydro-2H-2,6-methanobenzo[b][1,5]oxazocin-5(6H)-yl-4,4-d2)methanone NC=1C=2N(C3=CC(=C(C=C3N1)F)C(=O)N1[C@H]3C4=C(O[C@@H](CC1([2H])[2H])C3)C=C(C=C4)C(F)(F)F)C=NC2